2-((5,7-dihydro-6H-[1,3]dioxolo[4,5-f]isoindol-6-yl)methyl)-5-((1-(methylsulfonyl)piperidin-4-yl)methoxy)-4H-pyran-4-one O1COC=2C1=CC=1CN(CC1C2)CC=2OC=C(C(C2)=O)OCC2CCN(CC2)S(=O)(=O)C